FC=1C=C2C=C(C(NC2=CC1F)=O)C=1N=NN(C1)C1=CC=C(C=C1)C(=O)N1CCNCC1 6,7-difluoro-3-{1-[4-(piperazine-1-carbonyl)-phenyl]-1H-[1,2,3]triazol-4-yl}-1H-quinolin-2-one